C(C)(=O)C=1C=CC(=NC1)COC1=NN=C(S1)NC(=O)C=1C=NC(=CC1C1=C(C=CC=C1OC)F)C N-(5-((5-acetylpyridin-2-yl)methoxy)-1,3,4-thiadiazol-2-yl)-4-(2-fluoro-6-methoxyphenyl)-6-methylpyridine-3-carboxamide